C1(=CCCCC1)[C@H]1[C@H](C2=CC=C(C=C2CC1)O)C1=CC=C(C=C1)N1CCC(CC1)C=O 1-[4-[(1S,2R)-2-(cyclohexen-1-yl)-6-hydroxy-tetralin-1-yl]phenyl]piperidine-4-carbaldehyde